[Cu](Br)Br Copper(II) bromide